6-(cyclopropanecarboxamido)-4-((2,6-dimethyl-1-oxo-1,2,5,6-tetrahydrobenzo[c][2,6]naphthyridin-7-yl)amino)-N-(methyl-d3)pyridazine-3-carboxamide C1(CC1)C(=O)NC1=CC(=C(N=N1)C(=O)NC([2H])([2H])[2H])NC1=CC=CC2=C1N(CC=1C=CN(C(C21)=O)C)C